C1(CC1)C1=NC=C(C(=N1)OC[C@@H]1CN(CC1)C1=CC=C(C=C1)C1=CC=NO1)C#N (S)-2-cyclopropyl-4-((1-(4-(isoxazol-5-yl)phenyl)pyrrolidin-3-yl)methoxy)pyrimidine-5-carbonitrile